C(C)(C)(C)NS(=O)(=O)C1=CC(=CC=C1)NC1=NC(=NC=C1C)NC1=CC=C(C=C1)OCCN1CCN(CC1)CC=1C=C2CN(C(C2=CC1F)=O)C1C(NC(CC1)=O)=O N-(tert-butyl)-3-((2-((4-(2-(4-((2-(2,6-dioxopiperidin-3-yl)-6-fluoro-1-Oxoisoindolin-5-yl)methyl)piperazin-1-yl)ethoxy)phenyl)amino)-5-methylpyrimidin-4-yl)amino)benzenesulfonamide